4-methyl-3-[3-(triethoxysilyl)propyl]-1,2,3-triazole CC=1N(N=NC1)CCC[Si](OCC)(OCC)OCC